FC1(C[C@H](CCC1)[C@H](NC(=O)C1=CC=NN1CC)C=1N=C2N(N=C(C=N2)C[C@@H]2C(NC[C@@H](C2)C(F)(F)F)=O)C1)F N-((S)-((S)-3,3-difluorocyclohexyl)(2-(((3R,5R)-2-oxo-5-(trifluoromethyl)piperidin-3-yl)methyl)imidazo[1,2-b][1,2,4]triazin-6-yl)methyl)-1-ethyl-1H-pyrazole-5-carboxamide